9,9-diphenyl-5-(2-(4,4,5,5-tetramethyl-1,3,2-dioxaborolan-2-yl)pyridin-3-yl)-9H-fluorene-2-carbonitrile C1(=CC=CC=C1)C1(C2=CC=CC(=C2C=2C=CC(=CC12)C#N)C=1C(=NC=CC1)B1OC(C(O1)(C)C)(C)C)C1=CC=CC=C1